(1R,3R)-3-(4-(5-(((Cyclobutyl(methyl)carbamoyl)oxy)methyl)-1-methyl-1H-pyrazol-4-yl)phenoxy)cyclohexan C1(CCC1)N(C(=O)OCC1=C(C=NN1C)C1=CC=C(OC2CCCCC2)C=C1)C